N-((5-(hydrazinocarbonyl)pyridin-2-yl)methyl)-N-phenylmorpholine-4-carboxamide N(N)C(=O)C=1C=CC(=NC1)CN(C(=O)N1CCOCC1)C1=CC=CC=C1